(+-)-2,3-dimethyl-3-nitro-1-phenyl-1-butanone C[C@@H](C(=O)C1=CC=CC=C1)C(C)([N+](=O)[O-])C |r|